C(C)[Si](COCCC)(COCCC)CC diethylbis(propoxymethyl)silane